(2s,4S)-2-(((R)-1-((4-chloro-1-methyl-1H-pyrazol-5-yl)methyl)-3-oxoisoindolin-2-yl)methyl)-5-oxa-7-azaspiro[3.4]octan-6-one-8,8-d2 ClC=1C=NN(C1C[C@H]1N(C(C2=CC=CC=C12)=O)CC1CC2(C1)OC(NC2([2H])[2H])=O)C